C(C)OC(CC(C)C1=CC(=NC=C1)OC)=O.ClC=1C=C(C=CC1OC(F)(F)F)C(=O)C1=NC=C(C=C1)OC(F)(F)F (3-chloro-4-(trifluoromethoxy)phenyl)(5-(trifluoromethoxy)pyridin-2-yl)methanone ethyl-3-(2-methoxypyridin-4-yl)butanoate